1-Bromo-3-(prop-2-yn-1-yl)benzene BrC1=CC(=CC=C1)CC#C